C(#N)C1=C(C=CC(=C1)C(F)(F)F)N1CCC(CC1)(C(=O)N[C@H]1CN(CC1)C)C=1C=NC(=CC1)C=1C(=NC2=CC=CC=C2C1)OC 1-[2-cyano-4-(trifluoromethyl)phenyl]-4-[6-(2-methoxyquinolin-3-yl)pyridin-3-yl]-N-[(3R)-1-methylpyrrolidin-3-yl]piperidine-4-carboxamide